COC(C(CC(C)C)N1N=C(C(=CC1=O)C(F)(F)F)Cl)=O 2-(3-chloro-6-oxo-4-(trifluoromethyl)pyridazine-1(6H)-yl)-4-methylpentanoic acid methyl ester